P(=O)(O)(O)[O-].OC1COCC[C@H]1[NH3+] (4R)-3-hydroxytetrahydro-2H-pyran-4-aminium dihydrogen phosphate salt